ClC=1C(=C(C=CC1)C1=NC=CC(=N1)NC=1C(=NN(C1)COCC[Si](C)(C)C)C1=NC2=C(N1)C=CC(=C2)CN2CCOCC2)F 2-(3-Chloro-2-fluorophenyl)-N-(3-(5-(morpholinomethyl)-1H-benzo[d]imidazol-2-yl)-1-((2-(trimethylsilyl)ethoxy)methyl)-1H-pyrazol-4-yl)pyrimidin-4-amine